C(#N)C1=CC=C(CN2N=C(N=N2)C2=CC(=C(C=C2)S(=O)(=O)NCCO)OC)C=C1 4-(2-(4-cyanobenzyl)-2H-tetrazol-5-yl)-N-(2-hydroxyethyl)-2-methoxybenzenesulfonamide